2-[(2-cyclopropyl-4-iodo-5-methylphenyl)amino]-6-ethyl-5H-pyrrolo[3,4-b]pyridin-7-one C1(CC1)C1=C(C=C(C(=C1)I)C)NC1=CC=C2C(=N1)C(N(C2)CC)=O